2-(3-chloropyrazol-1-yl)-5-ethylsulfonyl-1-methyl-imidazol-4-amine ClC1=NN(C=C1)C=1N(C(=C(N1)N)S(=O)(=O)CC)C